C1CCC2=C(C=CC=C12)C1=C(C=C2C(=N1)C(=NN2)C=2C=CC(=NC2)C21CN(CC1C2)C(CO)=O)OC (1-(5-(5-(2,3-dihydro-1H-inden-4-yl)-6-methoxy-1H-pyrazolo[4,3-B]pyridin-3-yl)pyridin-2-yl)-3-azabicyclo[3.1.0]hex-3-yl)-2-hydroxyethan-1-one